[I-].[I-].C(CCC)N1C(NC2=C1C=CC=C2)=C2CC(CC=C2)=C2N(C=CN2)CCCC 1-(N-butylbenzimidazol-2-ylidene)-3-(N-butylimidazol-2-ylidene)benzene diiodide